8-fluoro-2-(1-methylpiperidin-4-yl)-4-{[4-(cyclopropyloxy)phenyl]methyl}-1,5-dihydro-2,4-benzodiazepine FC=1C=CC2=C(CN(CN(C2)CC2=CC=C(C=C2)OC2CC2)C2CCN(CC2)C)C1